C1(CC1)C=1C(=CC(N2[C@@H](CSC12)C(=O)OCC1=CC=CC=C1)=O)CC1=CC(=CC=C1)C(F)(F)F benzyl (3R)-7-cyclopropyl-4-oxo-6-{[m-(trifluoromethyl) phenyl] methyl}-1-thia-3a-aza-3-indancarboxylate